COC1=CC=2N(C=C1C1(CC1)C)C(=CN2)C2=CC=CC(=N2)N[C@@H]2C[C@@H](NCC2)C 6-(7-methoxy-6-(1-methylcyclopropyl)imidazo[1,2-a]pyridin-3-yl)-N-((2S,4S)-2-methylpiperidin-4-yl)pyridin-2-amine